C(C=C)(=O)OCCCCCCCCCCC\C=C/C (Z)-tetradec-12-en-1-yl acrylate